6-deuterio-5-[2-hydroxy-6-methyl-4-(trifluoromethyl)phenyl]-2-morpholino-[1,2,4]triazolo[1,5-a]pyrimidine-7-carboxylic acid [2H]C=1C(=NC=2N(C1C(=O)O)N=C(N2)N2CCOCC2)C2=C(C=C(C=C2C)C(F)(F)F)O